N1C(CCC2=CC=CC=C12)C1=CC=C(C=C1)S(=O)(=O)N 4-(1,2,3,4-tetrahydroquinoline-2-yl)benzenesulfonamide